NC=1N=NC(=CC1N1CCOCC1C)C1=C(C(=CC(=C1)F)F)O 4-(3-Amino-6-(3,5-difluoro-2-hydroxyphenyl)pyridazin-4-yl)-5-methylmorpholin